[N+](=O)([O-])OC(C=C)=O acrylic nitro ester